5-(4-(dibromomethyl)phenoxy)benzo[d][1,3]dioxane BrC(C1=CC=C(OC2=CC=CC=3OCOCC32)C=C1)Br